O[C@]1(CN(OC1)C(=O)C=1N(N=C2N(CN(CC21)C)C(C)C)CC2=C(C=CC=C2)C(F)(F)F)C (S)-3-(4-hydroxy-4-methylisoxazolidine-2-carbonyl)-7-isopropyl-5-methyl-2-(2-(trifluoromethyl)benzyl)-2,7-dihydro-4H-pyrazolo[3,4-d]Pyrimidine